C1(=CCCC1)C=1C(=CC(=NC1)C(=O)OC)C(F)(F)F methyl 5-(cyclopent-1-en-1-yl)-4-(trifluoromethyl)picolinate